5-bromo-3-methyl-2-(pyridin-3-yl)-3,4-dihydroquinazolin-4-one BrC1=C2C(N(C(=NC2=CC=C1)C=1C=NC=CC1)C)=O